C1(CC1)C1=CC(=CN=N1)C1=CC(=C(C=C1)B(O)O)OCOC 4-(6-cyclopropylpyridazin-4-yl)-2-(methoxymethoxy)phenylboronic acid